FC=1C=C(C=C(C1)C(F)(F)F)NC(=O)C1=CSC=2CN(CCC21)CC=2C=NC(=NC2)NCCO N-(3-fluoro-5-(trifluoromethyl)phenyl)-6-((2-((2-hydroxyethyl)amino)pyrimidin-5-yl)methyl)-4,5,6,7-tetrahydrothieno[2,3-c]pyridine-3-carboxamide